ClC=1C(=NC=CC1N)NC1CC1 3-chloro-N2-Cyclopropylpyridine-2,4-diamine